NCC(=O)N1CC(CCC1)C(C)NS(=O)(=O)C1=CC=C(C2=CC=CC=C12)NC(C1=C(C=CC=C1)C)=O N-(4-(N-(1-(1-(2-aminoacetyl)piperidin-3-yl)ethyl)sulfamoyl)naphthalen-1-yl)-2-methylbenzamide